CN1C2=CC=CC=C2C(=O)C(=C1C(=O)O)C(=O)N Quinolonic acid